C(C1=CC=CC=C1)OC1=C(C=C(C(=C1)OCC1=CC=CC=C1)C)C1=CC(C(=CN1[C@@H](CO)C(C)C)C(=O)OCC)=O Ethyl (R)-6-(2,4-bis(benzyloxy)-5-methylphenyl)-1-(1-hydroxy-3-methylbutan-2-yl)-4-oxo-1,4-dihydropyridine-3-carboxylate